7-amino-3-bromo-7-methyl-5,6,7,9-tetrahydro-8H-pyrido[2,3-b]azepin-8-one NC1(CCC2=C(NC1=O)N=CC(=C2)Br)C